4-(2,2,2-trifluoroethyl)piperazin FC(CN1CCNCC1)(F)F